C(C1=CC=CC=C1)OC=1C=C2CC(C(C2=CC1)=O)Br 5-(benzyloxy)-2-bromo-2,3-dihydro-1H-inden-1-one